meta-tyramine C1=CC(=CC(=C1)O)CCN